(S)-TERT-BUTYL 6'-CHLORO-5-(((1R,2S)-2-(3-ETHOXY-3-OXOPROPYL)CYCLOBUTYL)METHYL)-3',4,4',5-TETRAHYDRO-2H,2'H-SPIRO[BENZO[B][1,4]OXAZEPINE-3,1'-NAPHTHALENE]-7-CARBOXYLATE ClC=1C=C2CCC[C@]3(C2=CC1)CN(C1=C(OC3)C=CC(=C1)C(=O)OC(C)(C)C)C[C@H]1[C@@H](CC1)CCC(=O)OCC